hydroxy-2,2''-bistrifluoromethyl-terphenyl-5'-carbonitrile OC=1C(=C(C=CC1)C=1C(=CC=C(C1)C#N)C1=C(C=CC=C1)C(F)(F)F)C(F)(F)F